C(#N)[C@@]1(C(N(C[C@H]1C)C=1C=2N(N=CC1)C=C(C2)C=2C=CC(=NC2)C(=O)NC)=O)C2CC2 5-[4-[(3R,4S)-3-cyano-3-cyclopropyl-4-methyl-2-oxopyrrolidin-1-yl]pyrrolo[1,2-b]pyridazin-6-yl]-N-methylpyridine-2-carboxamide